7-bromo-2-[rel-(3R,5S)-3,5-dimethylpiperazin-1-yl]-N-[(5-fluoro-1H-benzimidazol-2-yl)methyl]imidazo[2,1-f][1,2,4]triazin-4-amine BrC1=CN=C2C(=NC(=NN21)N2C[C@H](N[C@H](C2)C)C)NCC2=NC1=C(N2)C=CC(=C1)F |o1:12,14|